BrC=1C=CN(C(N1)O)F 6-bromo-3-fluoro-pyrimidin-2-ol